[Na].N1N=NN=C1 tetrazole sodium salt